C(#N)C=1C=C(C=CC1)N1C=C(C2=C1N=CN=C2N2C[C@H](N(C[C@@H]2C)C(=O)OC(C)(C)C)C)C(F)(F)F tert-butyl (2R,5S)-4-(7-(3-cyanophenyl)-5-(trifluoromethyl)-7H-pyrrolo[2,3-d]pyrimidin-4-yl)-2,5-dimethylpiperazine-1-carboxylate